C(C1=CC=CC=C1)C(C(=O)C1=CC=CC=C1)(C)N(C)C 2-benzyl-2-dimethylamino-1-phenylpropan-1-one